oxazolo[4,5-b]pyridin-2(3H)-one O1C(NC2=NC=CC=C21)=O